N-(4-{[5-bromo-6-(1-methyl-1H-pyrazol-4-yl)furo[2,3-d]pyrimidin-4-yl]oxy}phenyl)-1-(4-fluorophenyl)-2-oxo-1,2-dihydropyridine-3-carboxamide BrC1=C(OC=2N=CN=C(C21)OC2=CC=C(C=C2)NC(=O)C=2C(N(C=CC2)C2=CC=C(C=C2)F)=O)C=2C=NN(C2)C